O.O.C(CC(O)(C(=O)[O-])CC(=O)[O-])(=O)[O-].[Na+].[Na+].[Na+] trisodium citrate, dihydrate